2-tert-butyl-5-(p-tolyl)-1,3,4-oxadiazole C(C)(C)(C)C=1OC(=NN1)C1=CC=C(C=C1)C